2-(2-Chlorophenyl)-N-(methylcarbamoyl)-2-(4-methylpyridin-2-yl)acetamide ClC1=C(C=CC=C1)C(C(=O)NC(NC)=O)C1=NC=CC(=C1)C